S(OC1=CC=CC=2C=NOC21)(=O)(=O)F benzo[d]isoxazol-7-yl sulfurofluoridate